N1[C@@H](CCC1)C(=O)O (S)-proline